BrC1=NC=CC(=C1)NC1CCC(CC1)C=1C=NN(C1)C(F)F 2-bromo-N-((1R,4R)-4-(1-(difluoromethyl)-1H-pyrazol-4-yl)cyclohexyl)pyridin-4-amine